2-(3-methylpyridin-4-yl)ethane-1,2-dione CC=1C=NC=CC1C(C=O)=O